C1(=C(C=CC=C1)C=CC(=O)C1=C(C(=C(C=C1)O)O)O)C 3-(o-tolyl)-1-(2,3,4-trihydroxyphenyl)prop-2-en-1-one